BrCCCN1[C@@H](CN(C[C@@H]1C)C(=O)OCC1=CC=CC=C1)C (3r,5s)-benzyl 4-(3-bromopropyl)-3,5-dimethylpiperazine-1-carboxylate